(2-{2-chloro-5-[4-(1,1-difluoroethyl)-3-methyl-2,6-dioxo-3,6-dihydropyrimidin-1(2H)-yl]-4-fluorophenoxy}phenoxy)acetic acid ClC1=C(OC2=C(OCC(=O)O)C=CC=C2)C=C(C(=C1)F)N1C(N(C(=CC1=O)C(C)(F)F)C)=O